CN1N=CC(=C1CNC1=NC=CC(=N1)C1=CC=CC=C1)C1=CC=C(C=N1)O[C@@H]1C[C@H](CCC1)C(=O)O Trans-3-((6-(1-methyl-5-(((4-phenylpyrimidin-2-yl)amino)methyl)-1H-pyrazol-4-yl)pyridin-3-yl)oxy)cyclohexane-1-carboxylic acid